CN1C(C(=CC2=CC=CC=C12)C(=O)NC=1C=NC=CC1)=O 1-Methyl-2-oxo-N-(3-pyridyl)quinoline-3-carboxamide